C1(C(CCC2CCCCC12)C(=O)O)C(=O)O decahydronaphthalenedicarboxylic acid